Ethyl (Z)-2-(ethoxymethylene)-4,4,4-trifluoro-3-oxobutanoate C(C)O\C=C(/C(=O)OCC)\C(C(F)(F)F)=O